2-chloro-6-(cyclohexyloxy)-9H-purine ClC1=NC(=C2N=CNC2=N1)OC1CCCCC1